[Cl-].[Cl-].C1(=CC=CC=C1)C(C1=CC=CC=C1)=[Ti+2](C1=CC=CC=2C3=CC=CC=C3CC12)C1C=CC=C1 diphenylmethylene(cyclopentadienyl)(fluorenyl)titanium dichloride